C(C)[C@@H]1N(CC2=CC(=CC(=C2C1)F)C(=O)NO)CC1COC1 (S)-3-ethyl-5-fluoro-N-hydroxy-2-(oxetan-3-ylmethyl)-1,2,3,4-tetrahydroisoquinoline-7-carboxamide